BrC1=CC=C2C(=NN=C(C2=C1)N[C@H]1CN(CCC1)C(=O)OC(C)(C)C)C1=C(C=C(C=C1)C)OC tert-butyl (R)-3-((7-bromo-4-(2-methoxy-4-methylphenyl)phthalazin-1-yl)amino)piperidine-1-carboxylate